(2S,5R)-N-{[(2R,4R)-4-(Azepan-1-ylmethyl)-pyrrolidin-2-yl]methyloxy}-7-oxo-6-(sulfooxy)-1,6-diazabicyclo[3.2.1]octane-2-carboxamide N1(CCCCCC1)C[C@@H]1C[C@@H](NC1)CONC(=O)[C@H]1N2C(N([C@H](CC1)C2)OS(=O)(=O)O)=O